(4-fluoro-2-azabicyclo[2.1.1]Hex-1-yl)methanol FC12CNC(C1)(C2)CO